4-[4-[[2-fluoro-4-(triazolo[4,5-b]pyridin-3-yl)benzoyl]-[(3R)-3-piperidyl]amino]thieno[3,2-c]pyridin-2-yl]benzoic acid FC1=C(C(=O)N(C2=NC=CC3=C2C=C(S3)C3=CC=C(C(=O)O)C=C3)[C@H]3CNCCC3)C=CC(=C1)N1N=NC=3C1=NC=CC3